FC1(CN([C@@H]2[C@H]1NOC2)CC2=C(C(N=C(N2)C=2SC=CN2)C=2C(=NC(=CC2)F)C)C(=O)OCC)F Ethyl 6-(((cis)-6,6-difluorotetrahydro-1H-pyrrolo[3,2-c]isoxazol-4(5H)-yl) methyl)-4-(6-fluoro-2-methylpyridin-3-yl)-2-(thiazol-2-yl)-1,4-dihydropyrimidine-5-carboxylate